(2R)-2-[[5-(6-amino-5-chloro-2-pyridinyl)-1,3,4-oxadiazol-2-yl]amino]-1-(6-azaspiro[2.5]octan-6-yl)propan-1-one NC1=C(C=CC(=N1)C1=NN=C(O1)N[C@@H](C(=O)N1CCC2(CC2)CC1)C)Cl